4-[3-(4-Chlorophenyl)-5-[4-(4-chlorophenyl)-6-oxo-7H-thieno[2,3-b]pyridin-5-yl]-3,4-dihydropyrazol-2-yl]-3,3-difluoro-4-oxo-butanoic acid ClC1=CC=C(C=C1)C1N(N=C(C1)C1=C(C2=C(NC1=O)SC=C2)C2=CC=C(C=C2)Cl)C(C(CC(=O)O)(F)F)=O